C(=O)O.ClC1=CC=2C3=C(C=NC2C=C1)N=C(N3CC(C)(F)F)CN3N=CC(=C3)OC 8-chloro-1-(2,2-difluoropropyl)-2-[(4-methoxy-1H-pyrazol-1-yl)methyl]-1H-imidazo[4,5-c]quinoline, formate salt